C(CCCCCCCCC\C=C\CCCCCC)(=O)OC[C@@H](OC(CCCCCCC\C=C/CCCCCC)=O)COP(=O)([O-])OCC[N+](C)(C)C 1-vaccenoyl-2-palmitoleoyl-sn-glycero-3-phosphocholine